2-[6-(Ethylamino)-4-[4-fluoro-2-(4-methyl-1,2,4-triazol-3-yl)phenyl]pyridin-2-yl]-6-{[(1-fluorocyclobutyl)methoxy]methyl}-4-(trifluoromethyl)-3H-isoindol-1-one C(C)NC1=CC(=CC(=N1)N1C(C2=CC(=CC(=C2C1)C(F)(F)F)COCC1(CCC1)F)=O)C1=C(C=C(C=C1)F)C1=NN=CN1C